C(CCCCC(=O)O)(=O)O.CC(CO)CCCO 2-methyl-1,5-pentanediol adipate